[Cl-].[Cl-].C(C1=CC=CC=C1)=C1C(CCCC1)(P(C1CCCCC1)C1CCCCC1)C1N(CCN1C1=C(C=C(C=C1C)C)C)C1=C(C=C(C=C1C)C)C benzylidene(1,3-bis(2,4,6-trimethylphenyl)imidazolidin-2-yl)(tricyclohexylphosphine) dichloride